3-cyclobutyl-alanine C1(CCC1)C[C@H](N)C(=O)O